9,9-bis(bromohexyl)fluorene BrCCCCCCC1(C2=CC=CC=C2C=2C=CC=CC12)CCCCCCBr